ClC1=C(C=C2C(C(NC2=C1)=O)=C(C1=CC(=NO1)OC)O)C1=CC=C(C=C1)N1CC(C1)CO 6-chloro-3-[hydroxy-(3-methoxyisoxazol-5-yl)methylene]-5-[4-[3-(hydroxymethyl)azetidin-1-yl]phenyl]indolin-2-one